IC1=C(OC2OCCCC2)C=CC(=C1)C(C)(CC(C)(C)C)C 2-(2-iodo-4-(2,4,4-trimethylpentan-2-yl)phenoxy)tetrahydro-2H-pyran